(1R,2S)-2-amino-1-phenyl-1-propanol N[C@H]([C@H](O)C1=CC=CC=C1)C